O=C(C(=O)[O-])CCC(=O)[O-].[Zn+2] zinc ketoglutarate